FC(OC1=CC=C(C=C1)S(=O)(=O)N1[C@H]2CC(C[C@@H]1CC2)NCCC(C)O)F rac-4-(((1R,3s,5S)-8-((4-(Difluoromethoxy)phenyl)sulfonyl)-8-azabicyclo[3.2.1]octan-3-yl)amino)butan-2-ol